CC1=CN=C(S1)C=1C=C(OC[C@H]2CN(CCO2)C(=O)OC(C)(C)C)C=C(C1)C(N[C@@H](C)C=1C=NC(=NC1)C(F)(F)F)=O Tert-butyl (2R)-2-{[3-(5-methyl-1,3-thiazol-2-yl)-5-({(1S)-1-[2-(trifluoromethyl)pyrimidin-5-yl]ethyl}carbamoyl)phenoxy]methyl}morpholine-4-carboxylate